(E)-4-(4-(4-(2-(benzo[c][1,2,5]oxadiazol-5-yl)vinyl)benzamido)-1H-pyrrole-2-carboxamido)-1-methyl-N-(2-morpholinoethyl)-1H-pyrrole-2-carboxamide N=1ON=C2C1C=CC(=C2)/C=C/C2=CC=C(C(=O)NC=1C=C(NC1)C(=O)NC=1C=C(N(C1)C)C(=O)NCCN1CCOCC1)C=C2